4-(2-chloroethyl)-1,2-benzenediol ClCCC=1C=C(C(=CC1)O)O